C(C)OC(CC1=C(C=C(C=C1)OC)OCC1=C(OC2=C1C=C(C=C2)C2=CC(=CC=C2)CN)CCC)=O.CC2=CC=C(C(=O)NC1CC(=NO1)C1=CC=CC=C1)C=C2 4-methyl-N-(3-phenyl-4,5-dihydroisoxazol-5-yl)benzamide ethyl-2-(2-((5-(3-(aminomethyl)phenyl)-2-propylbenzofuran-3-yl)methoxy)-4-methoxyphenyl)acetate